5-(2-fluoro-6-hydroxy-3-(2-isopentyl-1H-imidazol-5-yl)phenyl)-1,2,5-thiadiazolidin-3-one 1,1-dioxide FC1=C(C(=CC=C1C1=CN=C(N1)CCC(C)C)O)N1CC(NS1(=O)=O)=O